C(C)OC1=CC=C(C=N1)C1=CN=CC(=N1)C(=O)NCCN1C(C=CC(=C1)OC)=O 6-(6-ethoxypyridin-3-yl)-N-(2-(5-methoxy-2-oxopyridin-1(2H)-yl)ethyl)pyrazine-2-carboxamide